C(C)(C)(C)OC(=O)N1CC=2C(CC1)=NNC2C(CCC(=C)CO)(F)F tert-Butyl-3-(1,1-difluoro-4-(hydroxymethyl)pent-4-en-1-yl)-6,7-dihydro-2H-pyrazolo[4,3-c]pyridine-5(4H)-carboxylate